C(C1CO1)OC(CC[Si](OC)(OC)OC)CCCCC 3-Glycidyloxyoctyl-trimethoxysilan